(1R,2S,5S)-3-(2-(3,3-difluorocyclohexyl)acetyl)-6,6-dimethyl-N-((S)-1-oxo-3-((S)-2-oxopyrrolidin-3-yl)propan-2-yl)-3-azabicyclo[3.1.0]hexane-2-carboxamide FC1(CC(CCC1)CC(=O)N1[C@@H]([C@H]2C([C@H]2C1)(C)C)C(=O)N[C@H](C=O)C[C@H]1C(NCC1)=O)F